(4'-cyano-[1,1'-biphenyl]-2-yl)boric acid C(#N)C1=CC=C(C=C1)C1=C(C=CC=C1)OB(O)O